1-cyclopropyl-4-((6-(2-(ethoxymethoxy)-6-methyl-4-(trifluoromethyl)phenyl)-3-((R)-1-hydroxyethyl)-2H-pyrazolo[3,4-b]pyrazin-2-yl)methyl)pyrrolidin-2-one C1(CC1)N1C(CC(C1)CN1N=C2N=C(C=NC2=C1[C@@H](C)O)C1=C(C=C(C=C1C)C(F)(F)F)OCOCC)=O